benzyloxy-8-fluoro-9-iodo-3,4,5,6,7,8-hexahydro-2,6a-methano[1,4]diazonino[9,1,2-cd]indolizine-1,10-dione C(C1=CC=CC=C1)OC1N2C(C=3N4C(CC(C4=C(C(C3)=O)I)F)(CCC1)C2)=O